Tert-Butyl (1-(((7-Chlorothieno[3,2-B]Pyridin-2-Yl)Methyl)Carbamoyl)Cyclopropyl)Carbamate ClC1=C2C(=NC=C1)C=C(S2)CNC(=O)C2(CC2)NC(OC(C)(C)C)=O